C(C)(C)(C)C1=CN=C(O1)C(=O)NCC1=C(C=C(C=C1)C1=C(C=NC=C1)N1CC(CCC1)N(C(C=C)=O)C)C 5-(tert-butyl)-N-(2-methyl-4-(3-(3-(N-methylacrylamido)piperidin-1-yl)pyridin-4-yl)benzyl)oxazole-2-carboxamide